O=C1C(CCC(C1)C=C)NC(OCC1=CC=CC=C1)=O benzyl (2-oxo-4-vinylcyclohexyl)carbamate